S1C(=CC=C1CC(CO)CN)C=1SC=CC1 3-([2,2'-bithiophene]-5-yl)-2-aminomethyl-1-propanol